NC1=NC=2C=C(C(=CC2C2=C1C=NN2C)C(=O)N2N(CC(=C2)CF)C2=NC=CC=C2F)Cl (4-amino-7-chloro-1-methyl-1H-pyrazolo[4,3-c]quinolin-8-yl)(4-(fluoromethyl)-2-(3-fluoropyridin-2-yl)pyrazol-1-yl)methanone